(S)-3-(3-((2-methylpyrimidin-5-yl)amino)-4-((S)-2,2,2-trifluoro-1-methoxyethyl)phenyl)pentanoic acid CC1=NC=C(C=N1)NC=1C=C(C=CC1[C@@H](C(F)(F)F)OC)[C@H](CC(=O)O)CC